COC1CC(C1)(C1=NN=CN1C)C=1C=C(C=CC1)N1CC2=C(C=C(C=C2C1=O)CN(C(OC(C)(C)C)=O)C1(CCC1)C)C(F)(F)F tert-butyl ((2-(3-((1r,3r)-3-methoxy-1-(4-methyl-4H-1,2,4-triazol-3-yl)cyclobutyl)phenyl)-3-oxo-7-(trifluoromethyl)isoindolin-5-yl)methyl)(1-methylcyclobutyl)-carbamate